The molecule is a tetrasaccharide derivative with a dimeric structure in which two 2-O-[N-acetyl-alpha-D-glucosaminyl-(1->3)-N-acetyl-alpha-D-glucosaminyl]-D-glyceric acid units are linked via a phosphodiester bridge, the reducing-end GlcNAc residue also being connected at O-6 to a 5-aminopentyl linker via a further phosphodiester linkage. It is a tetrasaccharide derivative and a carbohydrate phosphate. It derives from a D-glyceric acid. CC(=O)N[C@@H]1[C@H]([C@@H]([C@H](O[C@@H]1O[C@@H]2[C@H]([C@H](O[C@@H]([C@H]2O)COP(=O)(O)OC[C@@H]3[C@H]([C@@H]([C@H]([C@H](O3)O[C@@H]4[C@H]([C@H](O[C@@H]([C@H]4O)COP(=O)(O)OCCCCCN)O[C@H](CO)C(=O)O)NC(=O)C)NC(=O)C)O)O)O[C@H](CO)C(=O)O)NC(=O)C)CO)O)O